N-(2,6-difluoro-3-(5-(6-vinylpyridin-3-yl)-1H-pyrrolo-[2,3-b]pyridine-3-carbonyl)phenyl)-propane-1-sulfonamide FC1=C(C(=CC=C1C(=O)C1=CNC2=NC=C(C=C21)C=2C=NC(=CC2)C=C)F)NS(=O)(=O)CCC